ClC1=C(C(=CC(=C1)NC(CC1=NC=C(C=C1)SC)=O)Cl)C1=CC=C(C=C1)S(=O)(=O)CC N-(2,6-dichloro-4'-(ethylsulfonyl)-[1,1'-biphenyl]-4-yl)-2-(5-(methylthio)pyridin-2-yl)acetamide